3-[2-[[(1S,2S)-2-aminocyclopentyl]amino]-5-(trifluoromethyl)pyrimidin-4-yl]-7-chloro-1H-indol-6-ol N[C@@H]1[C@H](CCC1)NC1=NC=C(C(=N1)C1=CNC2=C(C(=CC=C12)O)Cl)C(F)(F)F